ClC=1C=C(NC1)C1=NOC(=N1)[C@H]1CC[C@@H]2N(C(C3=C(CC2)C=C(N=C3)F)=O)C1 (6aS,9S)-9-[3-(4-chloro-1H-pyrrol-2-yl)-1,2,4-oxadiazol-5-yl]-3-fluoro-6,6a,7,8,9,10-hexahydrodipyrido[1,2-a:4',3'-e]azepin-12(5H)-one